((2S,4S)-1-acryloyl-4-(8-chloro-7-(6-chloro-5-methyl-1H-indazol-4-yl)-6-fluoro-4-(((S)-1-methylpyrrolidin-2-yl)methoxy)-1H-pyrazolo[4,3-c]quinolin-1-yl)piperidin-2-yl)acetonitrile C(C=C)(=O)N1[C@@H](C[C@H](CC1)N1N=CC=2C(=NC=3C(=C(C(=CC3C21)Cl)C2=C1C=NNC1=CC(=C2C)Cl)F)OC[C@H]2N(CCC2)C)CC#N